C(#N)[C@@H](C[C@H]1C(NCCC1)=O)NC(=O)[C@@H]1N([C@@H]2CC([C@H]1CC2)(F)F)C([C@@H](CC2CC2)NC=2C=NC=C(C2)C)=O (1S,3R,4S)-N-((R)-1-cyano-2-((S)-2-oxopiperidin-3-yl)ethyl)-2-((R)-3-cyclopropyl-2-((5-methylpyridin-3-yl)amino)propanoyl)-5,5-difluoro-2-azabicyclo[2.2.2]octane-3-carboxamide